CN(C1=CC=C(C2=CC=CC=C12)CC1=CC=C(C=C1)C)C N,N-dimethyl-4-(4-methylbenzyl)naphthalen-1-amine